4-fluoro-2-(1-methyl-2,6-dioxopiperidin-3-yl)isoindoline-1,3-dione FC1=C2C(N(C(C2=CC=C1)=O)C1C(N(C(CC1)=O)C)=O)=O